(S)-8-(((2S,3R)-3-(benzyloxy)-1-(methylamino)-1-oxobutan-2-yl)carbamoyl)-6-(oxazol-5-ylmethyl)-2,6-diazaspiro[3.4]octane-2-carboxylate C(C1=CC=CC=C1)O[C@@H]([C@@H](C(=O)NC)NC(=O)[C@@H]1CN(CC12CN(C2)C(=O)[O-])CC2=CN=CO2)C